FC=1C(=C(C#N)C(=CC1)F)OC=1C=C2C(N(C=NC2=CC1)[C@H]1COC2(C1)CCC(CC2)=O)=O 3,6-difluoro-2-[4-oxo-3-[(3R)-8-oxo-1-oxaspiro[4.5]decan-3-yl]quinazolin-6-yl]oxy-benzonitrile